2-(2-(thieno[3,2-b]thiophen-2-yl)phenyl)acetic acid S1C2=C(C=C1C1=C(C=CC=C1)CC(=O)O)SC=C2